The molecule is the N-glycosyl compound formed from the deoxy trisaccharide 3-deoxy-alpha-D-Gal-(1->3)-beta-D-Gal-(1->4)-beta-D-Glc by replacement of the OH at the anomeric centre of the glucose residue by an acetylamino group. It is a N-glycosyl compound and a deoxy oligosaccharide derivative. CC(=O)N[C@H]1[C@@H]([C@H]([C@@H]([C@H](O1)CO)O[C@H]2[C@@H]([C@H]([C@H]([C@H](O2)CO)O)O[C@@H]3[C@@H](C[C@H]([C@H](O3)CO)O)O)O)O)O